(±)-trans-N-[3-(4-fluorophenoxy)phenyl]-4-phenylpyrrolidine-3-carboxamide FC1=CC=C(OC=2C=C(C=CC2)NC(=O)[C@@H]2CNC[C@H]2C2=CC=CC=C2)C=C1 |r|